5,7,9,9,13-pentamethyl-5-[1-propyn-1-yl]-4,6-dioxatetracyclo[6.5.1.01,10.03,7]tetradecane CC1(OC2CC34C(C(C(C2(O1)C)C4)(C)C)CCC3C)C#CC